phenol bisphosphite P(O)(O)O.P(O)(O)O.C1(=CC=CC=C1)O